ClC=1N=C(C2=C(N1)C(=C(N=C2)Cl)F)NCC2(CCC2)N(C(OC(C)(C)C)=O)C tert-butyl (1-(((2,7-dichloro-8-fluoropyrido[4,3-d]pyrimidin-4-yl)amino)methyl)cyclobutyl)(methyl)carbamate